(3R,4S,5R,6R)-2,3,4,5-tetrakis(benzyloxy)-6-((trityloxy)methyl)tetrahydro-2H-pyran C(C1=CC=CC=C1)OC1O[C@@H]([C@H]([C@@H]([C@H]1OCC1=CC=CC=C1)OCC1=CC=CC=C1)OCC1=CC=CC=C1)COC(C1=CC=CC=C1)(C1=CC=CC=C1)C1=CC=CC=C1